2,4-dichloro-3-fluorobenzoic acid ClC1=C(C(=O)O)C=CC(=C1F)Cl